21,23-difluoro-15-methyl-18,18-dioxo-8,11-dioxa-18λ6-thia-16,19-diazatetracyclo[18.3.1.113,17.02,7]pentacosa-1(24),2,4,6,13,15,17(25),20,22-nonaen-12-one FC1=C2NS(C=3N=C(C=C(C(OCCOC4=CC=CC=C4C(C(=C1)F)=C2)=O)C3)C)(=O)=O